2-oxo-2,3-dihydro-1H-benzo[d]imidazole-5-carbonitrile O=C1NC2=C(N1)C=CC(=C2)C#N